FC1=C(C=CC(=C1)F)C1=NN=C(O1)C(=O)N1[C@H](C2=C(CC1)NC=N2)C2=NN1C(C=CC=C1)=C2 (R)-(5-(2,4-difluorophenyl)-1,3,4-oxadiazol-2-yl)(4-(pyrazolo[1,5-a]pyridin-2-yl)-6,7-dihydro-1H-imidazo[4,5-c]pyridin-5(4H)-yl)methanone